4-(6-biphenyl-4-yl-3-hydroxy-pyridin-2-yl)-4-oxo-butyric acid ethyl ester C(C)OC(CCC(=O)C1=NC(=CC=C1O)C1=CC=C(C=C1)C1=CC=CC=C1)=O